1-[(6S)-2-Chloro-6-ethyl-5,6,7,9-tetrahydro-8H-pyrido[2,3-c]azepin-8-yl]-2,2,2-trifluoroethanone ClC=1C=CC2=C(CN(C[C@H](C2)CC)C(C(F)(F)F)=O)N1